FS(C1=CC=C(C(=O)Cl)C=C1)(F)(F)(F)F 4-(pentafluoro-λ6-sulfanyl)benzoyl chloride